trans-N-(2-pyridylmethylene)aniline C1=CC=C(C=C1)N=CC2=CC=CC=N2